3-[2-methoxy-5-(trifluoromethyl)phenyl]-4H-quinazolin COC1=C(C=C(C=C1)C(F)(F)F)N1C=NC2=CC=CC=C2C1